[In].CN(C)C trimethylamine indium